4-AMINO-3-CHLORO-5-FLUORO-6-(4-CHLORO-2-FLUORO-3-METHOXYPHENYL)PYRIDINE-2-CARBOXYLIC ACID NC1=C(C(=NC(=C1F)C1=C(C(=C(C=C1)Cl)OC)F)C(=O)O)Cl